FC1=C(C=CC=C1)C1=CC=CC=C1 2'-fluoro-[1,1'-biphenyl]